C(C1=CC=CC=C1)OC=1C(=C(N=NC1)Cl)Cl 5-(benzyloxy)-3,4-dichloropyridazine